4-{4-[(1S)-1-({8-[(2S)-3-methylbutan-2-yl]-7-oxo-7,8-dihydropyrido[2,3-d]pyrimidin-2-yl}amino)ethyl]phenyl}piperazine-1-carboxylic acid benzyl ester C(C1=CC=CC=C1)OC(=O)N1CCN(CC1)C1=CC=C(C=C1)[C@H](C)NC=1N=CC2=C(N1)N(C(C=C2)=O)[C@@H](C)C(C)C